S(=O)(=O)(O)C(C(=O)[O-])CC(=O)[O-] Sulfo-succinate